N(=[N+]=[N-])CCCCC(=O)N(CC)CCCC(C)NC1=CC=NC2=CC(=CC=C12)Cl 5-azido-N-(4-(7-chloroquinoline-4-ylamino)pentyl)-N-ethyl-valeramide